OC1C(CC(CC1C)C(C)(C)C1CC(C(C(C1)C)O)C)C 2,2-bis(4-hydroxy-3,5-dimethylcyclohexyl)propane